4-(2-(6-(benzo[d][1,3]dioxol-5-yl)-1,1-dioxido-1,2,6-thiadiazinan-2-yl)acetamido)adamantan-1-carboxamide O1COC2=C1C=CC(=C2)N2CCCN(S2(=O)=O)CC(=O)NC2C1CC3(CC(CC2C3)C1)C(=O)N